CC1C(C(CC(=C1)C)C)C=O 2,4,6-Trimethyl-3-cyclohexen-1-carboxaldehyd